C(C)(C)(C)OC(N(C)CC(=O)NCCC1=CC(=CC=C1)NC1=NC(=C(N=C1C(N)=O)C=C)N(C)C(C)C)=O.COC1=CC=C(C=C1)C1CCCCC1 1-(4-methoxyphenyl)cyclohexane tert-butyl-(2-((3-((3-carbamoyl-6-(isopropyl(methyl)amino)-5-vinylpyrazin-2-yl)amino)phenethyl)amino)-2-oxoethyl)(methyl)carbamate